(4R)-N-(4-bromopyridin-2-yl)-2-azabicyclo[3.1.0]Hexan-4-amine BrC1=CC(=NC=C1)N[C@H]1CNC2CC12